O=C1OC[C@@H](N1)CC1=CN(C2=CC=CC=C12)C(=O)OC(C)(C)C tert-Butyl (S)-3-((2-oxooxazolidin-4-yl)methyl)-1H-indole-1-carboxylate